C1(CC1)C1=C(C(=NO1)C1=C(C=CC=C1Cl)Cl)C1=CC2(C1)CCN(CC2)C2=CC=CC=1N2C(=NC1C(=O)O)C (2-(5-cyclopropyl-3-(2,6-dichlorophenyl)isoxazol-4-yl)-7-azaspiro[3.5]non-1-en-7-yl)-3-methylimidazo[1,5-a]pyridine-1-carboxylic acid